CN[C@@H](CC1=CC=CC=C1)C(=O)O.CN1C(N(CC1)C1CC2CN(C1C2)C=2N=CC(=NC2)C(=O)N)=O 5-(6-(3-methyl-2-oxoimidazolin-1-yl)-2-azabicyclo[2.2.1]heptane-2-yl)pyrazine-2-carboxamide methyl-(S)-phenylalaninate